5-[5-[chloro(difluoro)methyl]-1,2,4-oxadiazol-3-yl]-N-[1-(3-chloropyridin-2-yl)ethyl]pyrimidin-2-amine ClC(C1=NC(=NO1)C=1C=NC(=NC1)NC(C)C1=NC=CC=C1Cl)(F)F